((2,4-dibromo-6-((cyclohexylamino)methyl)phenyl)amino)tetrahydro-2H-pyran-3,4,5-triol BrC1=C(C(=CC(=C1)Br)CNC1CCCCC1)NC1OCC(C(C1O)O)O